2-[4-{5-chloro-2-[5-(trifluoromethyl)-1,3,4-thiadiazol-2-yl]phenyl}-5-methoxy-2-oxopyridin-1(2H)-yl]butanoic acid ClC=1C=CC(=C(C1)C1=CC(N(C=C1OC)C(C(=O)O)CC)=O)C=1SC(=NN1)C(F)(F)F